ClC1=CC(=C(C#N)C=C1)C(OC)OC 4-chloro-2-(dimethoxymethyl)benzonitrile